COC=1C=CC(=NC1)CO (5-methoxy-2-pyridyl)methanol